2-(3-iodopyrazolo[1,5-a]pyridin-6-yl)-2-methyl-propionamide IC=1C=NN2C1C=CC(=C2)C(C(=O)N)(C)C